C(C)OC(=O)C=1C=NC2=CC=C(C=C2C1NC=1SC=C(N1)C(=O)O)OC(F)(F)F ((3-(ethoxycarbonyl)-6-(trifluoromethoxy)quinolin-4-yl)amino)thiazole-4-carboxylic acid